(Z)-5-[(1S,4aS,8aS)-5,5,8a-trimethyl-2-methylene-decalin-1-yl]-3-methyl-pent-2-enal CC1([C@@H]2CCC([C@@H]([C@]2(CCC1)C)CC\C(=C/C=O)\C)=C)C